N[C@@H](CC1=CNC=N1)C(=O)N[C@@H](C(C)C)C(=O)[O-] L-histidyl-L-valinate